1-ethynyl-1-methoxy-4,4-dimethylcyclohexane C(#C)C1(CCC(CC1)(C)C)OC